4-[6-(6,8-dimethylimidazo[1,2-a]pyrazin-2-yl)-4-fluoro-1,3-benzothiazol-2-yl]piperidine-1-carboxylic acid tert-butyl ester C(C)(C)(C)OC(=O)N1CCC(CC1)C=1SC2=C(N1)C(=CC(=C2)C=2N=C1N(C=C(N=C1C)C)C2)F